ClC=1C=C2C(=C(C=NC2=CC1)C1CCS(CC1)(=O)=O)NC1=C(C(=O)O)C=CC=C1 2-[[6-chloro-3-(1,1-dioxothian-4-yl)-4-quinolyl]amino]benzoic acid